ClC1=CC(=NC(=C1)Cl)C(=O)N(C1=CC=CC=C1)C 4,6-Dichloro-N-methyl-N-phenylpyridineamide